FC(CC1=C(C=CC=C1)NC1=C(C(=O)OC)C=C(C=C1)C(F)(F)F)(F)F methyl 2-((2-(2,2,2-trifluoroethyl)-phenyl)amino)-5-(trifluoromethyl)-benzoate